C1(C=CC=C1)[Ti](C1=C(C(=CC=C1F)N(CC)C(C(CC)(C)C)=O)F)(C1=C(C(=CC=C1F)N(CC)C(C(CC)(C)C)=O)F)C1C=CC=C1 bis(cyclopentadienyl)bis[2,6-difluoro-3-(N-ethyl-(2,2-dimethylbutyryl)amino)phenyl]titanium